ethyl 5-(4-chlorophenyl)-6-phenylpyrimidine-4-carboxylate ClC1=CC=C(C=C1)C=1C(=NC=NC1C1=CC=CC=C1)C(=O)OCC